tert-butyl 1-amino-3,6,9,12,15,18,21,24,27,30-decaoxatritriacontan-33-oate NCCOCCOCCOCCOCCOCCOCCOCCOCCOCCOCCC(=O)OC(C)(C)C